3-((6-bromoisochroman-8-yl)methyl)-3,8-diazabicyclo[3.2.1]octane-8-carboxylic acid tert-Butyl ester C(C)(C)(C)OC(=O)N1C2CN(CC1CC2)CC=2C=C(C=C1CCOCC21)Br